COC1CCC(CC1)CC=1C=CC(=NC1)C=1C=C2CN(C(C2=CC1)=O)C1C(NC(CC1)=O)=O 3-(5-(5-(((1r,4r)-4-methoxycyclohexyl)methyl)pyridin-2-yl)-1-oxoisoindolin-2-yl)piperidine-2,6-dione